tert-butyl 2-(2-(2-fluoropyridin-4-yl)-6-isopropyl-4-(methoxymethyl)-phenyl)acetate FC1=NC=CC(=C1)C1=C(C(=CC(=C1)COC)C(C)C)CC(=O)OC(C)(C)C